(3-methoxy-3-methyl-butyl) 5-methylsulfonyl-4-oxo-1-[4-(trifluoromethoxy)phenyl]cinnoline-3-carboxylate CS(=O)(=O)C1=C2C(C(=NN(C2=CC=C1)C1=CC=C(C=C1)OC(F)(F)F)C(=O)OCCC(C)(C)OC)=O